O1C(=NC2=C1C=CC=C2)C2CCN(CC2)C2=C(C(N(C1=C(C=CC=C21)F)C)=O)C#N 4-[4-(1,3-benzooxazol-2-yl)piperidin-1-yl]-8-fluoro-1-methyl-2-oxo-1,2-dihydroquinoline-3-carbonitrile